2-(4-(Trifluoromethyl)phenyl)cyclobutane-1-carbonitrile FC(C1=CC=C(C=C1)C1C(CC1)C#N)(F)F